FC1=C(C(=NC(=N1)C=1OC(=CC1)Cl)OC)C(F)(F)F 6-fluoro-4-methoxy-2-(5-chloro-2-furyl)-5-trifluoromethylpyrimidine